(R)-4-(6-((R)-1-hydroxyethyl)-2-(4-methoxy-3-propoxyphenyl)pyrimidin-4-yl)-1,2-oxaborolan-2-ol O[C@H](C)C1=CC(=NC(=N1)C1=CC(=C(C=C1)OC)OCCC)[C@H]1CB(OC1)O